BrC1=CC=C(S1)C(C)NC1=NC(=NC2=CC(=C(C=C12)OC)OC)C N-[1-(5-bromothiophen-2-yl)ethyl]-6,7-dimethoxy-2-methylquinazolin-4-amine